Cl.C(C1=CC=CC=C1)OC=1C(=NC=CC1)CN1CCNCCNCC1 1-{[3-(benzyloxy)pyridin-2-yl]Methyl}-1,4,7-triazacyclononane hydrochloride